ClC1=C2C(N(C(=NC2=CC=C1)N(CC)CC)NC(CC1=CC(=CC(=C1)F)F)=O)=O N-(5-Chloro-2-diethylamino-4-oxo-4H-quinazolin-3-yl)-2-(3,5-difluoro-phenyl)-acetamide